(1S,2S)-2-(5-{(R)-7-fluoro-4-[4-(3-hydroxy-3-methyl-butoxy)-2,6-dimethyl-phenyl]-Indan-1-ylamino}-pyridin-2-yl)-cyclopropanecarboxylic acid FC=1C=CC(=C2CC[C@H](C12)NC=1C=CC(=NC1)[C@@H]1[C@H](C1)C(=O)O)C1=C(C=C(C=C1C)OCCC(C)(C)O)C